5-(tert-butyloxycarbonylamino)piperidine-3-carboxylic acid methyl ester COC(=O)C1CNCC(C1)NC(=O)OC(C)(C)C